FCCN1CC(C1)N1N=C2N(C(N(CC2=C1)C1CCN(CC1)C1=C(C=CC=C1C)F)=O)CC1=C(C=CC=C1)C(F)(F)F 2-[1-(2-fluoro-ethyl)-azetidin-3-yl]-5-[1-(2-fluoro-6-methyl-phenyl)-piperidin-4-yl]-7-(2-trifluoromethyl-benzyl)-2,4,5,7-tetrahydro-pyrazolo[3,4-d]pyrimidin-6-one